(2R,4S)-4-[3-bromo-5-[(tert-Butoxycarbonyl)(methyl)amino]-4-cyanopyrazol-1-yl]-2-(methoxymethyl)pyrrolidine-1-carboxylic acid tert-butyl ester C(C)(C)(C)OC(=O)N1[C@H](C[C@@H](C1)N1N=C(C(=C1N(C)C(=O)OC(C)(C)C)C#N)Br)COC